ClC=1C=C(C=C(C1)C(=O)OC)B(O)O (3-chloro-5-(methoxycarbonyl)phenyl)boronic acid